tert-butyl ((S)-1-((2S,4R)-4-hydroxy-2-(((S)-1-(4-(4-methylthiazol-5-yl)phenyl) ethyl)carbamoyl)pyrrolidin-1-yl)-1-oxopropan-2-yl)carbamate O[C@@H]1C[C@H](N(C1)C([C@H](C)NC(OC(C)(C)C)=O)=O)C(N[C@@H](C)C1=CC=C(C=C1)C1=C(N=CS1)C)=O